NC=1SC(=CN1)C(=O)NC1=C(C=C(C(=C1)C(NC=1N(N=CC1)[C@@H]1C[C@@H](C1)OC)=O)F)C 2-Amino-N-[4-fluoro-5-[[2-(cis-3-methoxycyclobutyl)pyrazol-3-yl]carbamoyl]-2-methylphenyl]-1,3-thiazole-5-carboxamide